Pyridin-4-yl-5-acetyl-4-(5-chlorobenzo[b]thiophen-3-yl)-2-cyclopropyl-6-methyl-1,4-dihydropyridine-3-carboxylic acid methyl ester COC(=O)C1=C(N(C(=C(C1C=1C2=C(SC1)C=CC(=C2)Cl)C(C)=O)C)C2=CC=NC=C2)C2CC2